ClC1=C2CCN(CC2=CC=C1CCl)C(=O)OC(C)(C)C tert-Butyl 5-chloro-6-(chloromethyl)-3,4-dihydroisoquinoline-2(1H)-carboxylate